tert-butyl N-(4-amino-3-methyl-phenyl)carbamate NC1=C(C=C(C=C1)NC(OC(C)(C)C)=O)C